5-[4-amino-5-(trifluoromethyl)pyrrolo[2,1-f][1,2,4]triazin-7-yl]-2-chloro-4-fluoro-N-[(3R,4S)-4-fluoro-1-(3-fluorocyclobutanecarbonyl)pyrrolidin-3-yl]benzamide NC1=NC=NN2C1=C(C=C2C=2C(=CC(=C(C(=O)N[C@@H]1CN(C[C@@H]1F)C(=O)C1CC(C1)F)C2)Cl)F)C(F)(F)F